5-amino-2-chloro-6-(5-methyl-1H-indazol-4-yl)pyrimidine-4-carboxamide NC=1C(=NC(=NC1C1=C2C=NNC2=CC=C1C)Cl)C(=O)N